(S)-N-(3-chloro-2,4-difluorophenyl)-N-methyl-2-oxooxazolidine-4-carboxamide ClC=1C(=C(C=CC1F)N(C(=O)[C@H]1NC(OC1)=O)C)F